4-methyl-2-propionylphenyl formate C(=O)OC1=C(C=C(C=C1)C)C(CC)=O